5-[(E)-2-phenylethanyl]-2-(propan-2-yl)benzene-1,3-diol C1(=CC=CC=C1)CCC=1C=C(C(=C(C1)O)C(C)C)O